OC=1C=C(C2=CC=CC=C2C1)N1CC=2N=C(N=C(C2CC1)N1C[C@H]2C[C@H]([C@@H](C1)N2)O)OC[C@H]2N(CCC2)C (1R,5R,6R)-3-(7-(3-hydroxynaphthalen-1-yl)-2-(((S)-1-methylpyrrolidin-2-yl)methoxy)-5,6,7,8-tetrahydropyrido[3,4-d]pyrimidin-4-yl)-3,8-diazabicyclo[3.2.1]octan-6-ol